FC(C=1OC(=NN1)C=1C=NC(=CC1)CN1N=NC(=C1)C=1N=C(SC1)CN1CCCCC1)F 2-(difluoromethyl)-5-(6-((4-(2-(piperidin-1-ylmethyl)thiazol-4-yl)-1H-1,2,3-triazol-1-yl)methyl)pyridin-3-yl)-1,3,4-oxadiazole